2',6'-diisopropyl-2,4-dimethyl-1,1'-biphenyl C(C)(C)C1=C(C(=CC=C1)C(C)C)C1=C(C=C(C=C1)C)C